S(=O)(=O)(C1=CC=C(C)C=C1)N1CCC=CC1 1-tosyl-1,2,3,6-tetrahydropyridine